(1R,2R)-2-((1S,5R,E)-1-hydroxy-5-sulfamoylhex-2-en-1-yl)-2-methylcyclobutyl tetrahydro-2H,2'H-spiro[benzo[b][1,4]oxazepine-3,1'-naphthalene]-7-carboxylate C12(CCCC3CC=CC=C13)C=NC1=C(OC2)C=CC(=C1)C(=O)O[C@H]1[C@@](CC1)(C)[C@H](\C=C\C[C@@H](C)S(N)(=O)=O)O